tert-butyl (4-(((3-amino-2-chloroquinolin-4-yl)amino)methyl)benzyl)carbamate NC=1C(=NC2=CC=CC=C2C1NCC1=CC=C(CNC(OC(C)(C)C)=O)C=C1)Cl